ClC=1C(=NC=CC1C(F)(F)F)C(=O)NC1=CC(=C(C=C1)C)C1=CC2=C(N=C(N=C2)NC=2C=NN(C2)C)N2C1=NCC2 3-chloro-N-(4-methyl-3-(2-((1-methyl-1H-pyrazol-4-yl)amino)-8,9-dihydroimidazo[1',2':1,6]pyrido[2,3-d]pyrimidin-6-yl)phenyl)-4-(trifluoromethyl)picolinamide